tert-butyl 2-chloro-4-[4-fluoro-2-(trifluoromethyl) phenoxy]-5h,6h,7h,8h-pyrido[3,4-d]pyrimidine-7-carboxylate ClC=1N=C(C2=C(N1)CN(CC2)C(=O)OC(C)(C)C)OC2=C(C=C(C=C2)F)C(F)(F)F